6-(5-((4-([1,1'-biphenyl]-3-yl)-5-chloropyrimidin-2-yl)amino)pyridin-3-yl)-2-acetyl-2,6-diazaspiro[3.4]octan-7-one C1(=CC(=CC=C1)C1=NC(=NC=C1Cl)NC=1C=C(C=NC1)N1CC2(CN(C2)C(C)=O)CC1=O)C1=CC=CC=C1